naphthalene dicarbamate C(N)(O)=O.C(N)(O)=O.C1=CC=CC2=CC=CC=C12